C1CC1CCC(C2=CC=CC=C2)(C3=CC(=CC=C3)NC(=O)C4=CC(=NN4C5=CC=CC(=C5)CN)C(F)(F)F)O (+)-1-(3-(aminomethyl)phenyl)-N-(3-(3-cyclopropyl-1-hydroxy-1-phenylpropyl)phenyl)-3-(trifluoromethyl)-1H-pyrazole-5-carboxamide